N[C@H](C(=O)O)CC(=C)C(=O)N1CCCCC1 (S)-2-amino-4-(piperidine-1-carbonyl)pent-4-enoic acid